Promethium(III) chloride [Cl-].[Pm+3].[Cl-].[Cl-]